3-((4-(5-chloro-3-methyl-2-(((3S,5S)-5-methylpyrrolidin-3-yl)oxy)phenyl)pyrrolo[2,1-f][1,2,4]triazin-6-yl)methyl)-6,6-dimethyl-3-azabicyclo[3.1.0]hexane-2,4-dione hydrochloride Cl.ClC=1C=C(C(=C(C1)C1=NC=NN2C1=CC(=C2)CN2C(C1C(C1C2=O)(C)C)=O)O[C@@H]2CN[C@H](C2)C)C